CC(C(=O)NC1=NC(=C(C=C1)C(F)(F)F)C)(C)C 2,2-dimethyl-N-[6-methyl-5-(trifluoromethyl)-2-pyridyl]propanamide